N-{(6R,7aR)-2-[4-(2,6-difluorophenyl)-5,6-difluoro-1,2-benzoxazol-3-yl]-7,7-difluoro-3-oxohexahydro-1H-pyrrolo[1,2-c]imidazol-6-yl}ethanesulfonamide FC1=C(C(=CC=C1)F)C1=C(C(=CC2=C1C(=NO2)N2C(N1[C@H](C2)C([C@@H](C1)NS(=O)(=O)CC)(F)F)=O)F)F